2-methoxy-4-(morpholinomethyl)-N-((5-(thiophen-2-yl)-1,3,4-oxadiazol-2-yl)methyl)benzamide COC1=C(C(=O)NCC=2OC(=NN2)C=2SC=CC2)C=CC(=C1)CN1CCOCC1